2-[[5-[(E)-3-(2,4-Dihydroxyphenyl)-3-oxoprop-1-enyl]-2-methoxyphenyl]methylsulfanyl]-4-phenyl-6-(trifluoromethyl)pyridine-3-carbonitrile OC1=C(C=CC(=C1)O)C(/C=C/C=1C=CC(=C(C1)CSC1=NC(=CC(=C1C#N)C1=CC=CC=C1)C(F)(F)F)OC)=O